N1N=CC=C1C=1C=C2C(=NC1)NC=C2C(=O)C=2C(=C(C=CC2F)NS(=O)(=O)CCC)F N-(3-(5-(1H-pyrazol-5-yl)-1H-pyrrolo[2,3-b]pyridine-3-carbonyl)-2,4-difluorophenyl)-propane-1-sulfonamide